bis[2-(3-tert-butyl-2-hydroxy-5-methylbenzyl)-6-tert-butyl-4-methylphenyl] terephthalate C(C1=CC=C(C(=O)OC2=C(C=C(C=C2C(C)(C)C)C)CC2=C(C(=CC(=C2)C)C(C)(C)C)O)C=C1)(=O)OC1=C(C=C(C=C1C(C)(C)C)C)CC1=C(C(=CC(=C1)C)C(C)(C)C)O